P(O)(=O)(OP(=O)(O)OP(=O)(O)O)OC[C@@H]1[C@H]([C@H]([C@@](O1)(N1C=NC=2C(=O)NC(N)=NC12)C)O)O methylguanosine 5'-triphosphate